C(C)(C)N1CCC(CC1)C1=CC=C(C=C1)NC(C1=CC(=C(C=C1)C)NC1=NC=CC(=N1)C=1C=NC=CC1)=O N-[4-(1-Isopropyl-piperidin-4-yl)-phenyl]-4-methyl-3-(4-pyridin-3-yl-pyrimidin-2-ylamino)-benzamide